CN(C)C=C1C(CC(CC1=O)C1=CNC2=CC=CC=C12)=O 2-((dimethylamino)methylene)-5-(1H-indol-3-yl)cyclohexane-1,3-dione